n-dodecyl-cyclononane (R)-1-(2-chloropyridin-3-yl)ethyl-(1-methyl-4-(5-(nicotinamido)pyridin-2-yl)-1H-1,2,3-triazol-5-yl)carbamate ClC1=NC=CC=C1[C@@H](C)N(C(O)=O)C1=C(N=NN1C)C1=NC=C(C=C1)NC(C1=CN=CC=C1)=O.C(CCCCCCCCCCC)C1CCCCCCCC1